BrC1=NN(C(=C1)C(=O)O)CCNC(=O)OC(C)(C)C 3-bromo-1-{2-[(tert-butoxycarbonyl)amino]ethyl}-1H-pyrazole-5-carboxylic acid